CN([C@H]1CN(CC1)C1=CC2=C(N=C(N=C2N[C@H](C)C2=C(C(=CC=C2)C(F)(F)F)C)C)C(=N1)C)C 6-[(3R)-3-(dimethylamino)pyrrolidin-1-yl]-2,8-dimethyl-N-{(1R)-1-[2-methyl-3-(trifluoromethyl)phenyl]ethyl}pyrido[3,4-d]pyrimidin-4-amine